2,3-dihydrobenzothiophene 1,1-dioxide S1(CCC2=C1C=CC=C2)(=O)=O